N2-{[1-ethyl-6-(4-methylphenoxy)-1H-benzimidazol-2-yl]methyl}-L-alaninamide C(C)N1C(=NC2=C1C=C(C=C2)OC2=CC=C(C=C2)C)CN[C@@H](C)C(=O)N